2-[2-[2-fluoro-4-(trifluoromethyl)benzyl]-2,7-diazaspiro[3.5]nonane-7-carbonyl]-2,5-diazaspiro[3.4]octan-6-one FC1=C(CN2CC3(C2)CCN(CC3)C(=O)N3CC2(C3)NC(CC2)=O)C=CC(=C1)C(F)(F)F